2,2,5,5-tetramethylpiperidine oxide CC1([NH+](CC(CC1)(C)C)[O-])C